3,3-Bis(4-Cyanatophenyl)-2-methylhexane O(C#N)C1=CC=C(C=C1)C(C(C)C)(CCC)C1=CC=C(C=C1)OC#N